CCC(CCCCCCCC)OC(CCCCCCCN(CCCCCC(=O)OCC(CCCCCCCC)CCCCCCCC)CCCN)=O.C(C)S(=O)(=O)C1=CC=C(C=C1)[C@H](CO)NC(=O)C1=CN=CO1 N-((R)-1-(4-(ethylsulfonyl)phenyl)-2-hydroxyethyl)oxazole-5-carboxamide undecan-3-yl-8-((3-aminopropyl)(6-((2-octyldecyl)oxy)-6-oxohexyl)amino)octanoate